4-[(1R,2R)-2-{3-[4-(trifluoromethyl)pyridin-3-yl]-1,2,4-oxadiazol-5-yl}cyclopropyl]benzenesulfonamide FC(C1=C(C=NC=C1)C1=NOC(=N1)[C@H]1[C@@H](C1)C1=CC=C(C=C1)S(=O)(=O)N)(F)F